C(C)(C)(C)NC(=O)C1=C(C2=C(N=C(N=C2C2=CC(=CC=C2)NC(CN2CCCCC2)=O)SC)S1)N tert-butyl-5-amino-2-methylsulfanyl-4-(3-(2-(piperidin-1-yl)-acetylamino)-phenyl)-thieno[2,3-d]pyrimidine-6-carboxamide